BrC=1C=CC(=NC1F)NC(C(CCC)C=1C=NC=C(C1)Br)=O 2-(5-Bromo-pyridin-3-yl)-pentanoic acid (5-bromo-6-fluoro-pyridin-2-yl)-amide